NCCCNCCCNCCCN N,N'-bis(3-aminopropyl)-1,3-propylenediamine